N-(4-cyclobutyl-3-(difluoro(4-fluorophenyl)methyl)-1-methyl-1H-pyrazol-5-yl)-4,4,4-trifluoro-3,3-dimethylbutanamide C1(CCC1)C=1C(=NN(C1NC(CC(C(F)(F)F)(C)C)=O)C)C(C1=CC=C(C=C1)F)(F)F